C(CC)[Si](OCC)(C)C propyldimethylethoxysilane